C(C)(C)(C)OC([C@@H](CC1=C(C=CC(=C1)CO)F)[C@@H]1CN(CC1)C(=O)OC(C)(C)C)=O tert-butyl (R)-3-((S)-1-(tert-butoxy)-3-(2-fluoro-5-(hydroxymethyl)phenyl)-1-oxopropan-2-yl)pyrrolidine-1-carboxylate